(2-((2,4-dimethylbenzyl)oxy)pyridin-4-yl)methanamine CC1=C(COC2=NC=CC(=C2)CN)C=CC(=C1)C